C(C)(C)(C)OC(=O)NCCCCCNC1CC[C@@H](C1)NN1CN=CC(=C1N1C=CC2=CC=C(C(=C12)P(=O)(C)C)C(=O)O)C(F)(F)F ((1S,3S)-3-((4-((tert-butoxycarbonylamino)pentylamino)cyclopentyl)amino)-5-(trifluoromethyl)Pyrimidin-4-yl)-7-(dimethylphosphoryl)-1H-indole-6-carboxylic acid